tert-butyl 3-[[7-[2,4-difluoro-6-(2-methoxyethoxy)phenyl]-4-(1-methylindazol-5-yl)thieno[3,2-c]pyridin-6-yl]methylcarbamoyl]azetidine-1-carboxylate FC1=C(C(=CC(=C1)F)OCCOC)C=1C2=C(C(=NC1CNC(=O)C1CN(C1)C(=O)OC(C)(C)C)C=1C=C3C=NN(C3=CC1)C)C=CS2